NC1=C(C(=NC=N1)NC1=C(C=C(C=C1)NC(=O)C=1C(N(C=CC1)C1=CC=C(C=C1)F)=O)F)Cl N-(4-((6-amino-5-chloropyrimidin-4-yl)amino)-3-fluorophenyl)-1-(4-fluorophenyl)-2-oxo-1,2-dihydropyridine-3-carboxamide